C(OC(C)CCCCC)(ON1C(CCC1=O)=O)=O heptan-2-yl (2,5-dioxopyrrolidin-1-yl) carbonate